C(C)(=O)N[C@H]1[C@@H](OCC2=CC=CC=C2)O[C@@H]([C@@H]([C@@H]1O)O)CO Benzyl 2-acetamido-2-deoxy-alpha-D-galactopyranoside